N-(6-{[5-bromo-2-({5-cyclopentyl-2-methoxy-4-[4-(piperazin-1-yl)piperidin-1-yl]phenyl}amino)pyrimidin-4-yl]amino}quinoxalin-5-yl)methanesulfonamide BrC=1C(=NC(=NC1)NC1=C(C=C(C(=C1)C1CCCC1)N1CCC(CC1)N1CCNCC1)OC)NC=1C(=C2N=CC=NC2=CC1)NS(=O)(=O)C